1,3-dimethyl-1,1,3,3-tetravinyldisiloxane C[Si](O[Si](C=C)(C=C)C)(C=C)C=C